OC1=C(C(=CC(=C1S(=O)(=O)C1=C(C(=O)N)C=CC=N1)CCCCC)O)C1CCCC(=C1)C (2,6-dihydroxy-5'-methyl-4-pentyl-1',2',3',4'-tetrahydro-[1,1'-biphenyl]-3-yl)sulfonyl-nicotinamide